FC1=C(C=CC(=C1)I)NC=1C(=NN(C(C1)=O)C)C(=O)Cl 4-(2-fluoro-4-iodophenylamino)-1-methyl-6-oxo-1,6-dihydropyridazine-3-carbonyl chloride